N-[(1S)-3-bromo-1-methyl-2-oxo-propyl]carbamic acid tert-butyl ester C(C)(C)(C)OC(N[C@H](C(CBr)=O)C)=O